ClC1=NN(C=C1C1=NC=CC(=N1)NC1=NC=C2C(=CN=C(C2=C1)C(C)C)N1[C@@H]([C@H](C1)N(S(=O)(=O)C)C)C)C N-((2R,3S)-1-(7-((2-(3-chloro-1-methyl-1H-pyrazol-4-yl)pyrimidin-4-yl)amino)-1-isopropyl-2,6-diazanaphthalen-4-yl)-2-methylazetidin-3-yl)-N-methyl-methanesulfonamide